C(C=C)OC=1C=CC=2C=CC3=C(C4=C(S3)C=3C=CC=CC3C(=C4)OCC=C)C2C1 2,12-diallyloxydinaphthothiophene